C1CCC12CN(CC2)CC=2C=CC=1N(C2)C=C(N1)CN1N=NC(=C1)C1=C2C=NNC2=CC(=C1)SC 4-(1-((6-((6-azaspiro[3.4]oct-6-yl)methyl)imidazo[1,2-a]pyridin-2-yl)methyl)-1H-1,2,3-triazol-4-yl)-6-(methylsulfanyl)-1H-indazole